tert-butyl 2'-bromo-6'-methyl-7'-oxo-1'-phenyl-6',7'-dihydro-3'H-spiro[azetidine-3,8'-dipyrrolo[2,3-b:3',2'-d]pyridine]-1-carboxylate BrC1=C(C=2C(=NC=C3C2C2(C(N3C)=O)CN(C2)C(=O)OC(C)(C)C)N1)C1=CC=CC=C1